CN(C1=NC=CC=C1CNC1=NC(=NC=C1C(F)(F)F)NC=1C=C(C(=O)OC(C)(C)C)C=CC1)S(=O)(=O)C tert-butyl 3-({4-[({2-[methyl(methylsulfonyl)amino]pyridin-3-yl}methyl)amino]-5-(trifluoromethyl)pyrimidin-2-yl}amino)benzoate